(R)-2-(2-Hydroxy-propan-2-yl)-N'-((1-oxo-1,2,3,5,6,7-hexahydro-s-indacen-4-yl)carbamoyl)-thiazole-5-sulfonimidamide OC(C)(C)C=1SC(=CN1)[S@@](=O)(N)=NC(NC1=C2CCC(C2=CC=2CCCC12)=O)=O